dipropylene glycol monon-butyl ether C(CCC)OC(C)COC(C)CO